C1(CC1)C(C=1C=C(C(=O)NC(C)C2=NC=CN=C2C2=NC=C(C=C2)F)C=C(C1)C(F)(F)F)(F)F 3-[cyclopropyl-(difluoro)methyl]-N-[1-[3-(5-fluoro-2-pyridyl)pyrazin-2-yl]ethyl]-5-(trifluoromethyl)benzamide